ClC(=CC(=O)O)Cl 3,3-DICHLOROACRYLIC ACID